(E)-3-(prop-1-en-1-yl)bicyclo[1.1.1]Pentane-1-carboxylic acid methyl ester COC(=O)C12CC(C1)(C2)\C=C\C